CN1N=C(C2=CC=C(C=C12)C1CCN(CC1)CCCC1CCNCC1)N1C(NC(CC1)=O)=O 1-(1-methyl-6-(1-(3-(piperidin-4-yl)propyl)piperidin-4-yl)-1H-indazol-3-yl)dihydropyrimidine-2,4(1H,3H)-dione